BrC1=C(C(=NN1)C(=O)OCC)C(=O)OCC diethyl 5-bromo-1H-pyrazole-3,4-dicarboxylate